C(C)(C)(C)OC(=O)N1CC2=C(CC1)C(=NN2)C(=O)N2CCC(CC2)C2=C(C(=CC(=C2)F)F)C(F)(F)F 3-(4-(3,5-difluoro-2-(trifluoromethyl)phenyl)piperidine-1-carbonyl)-1,4,5,7-tetrahydro-6H-pyrazolo[3,4-c]pyridine-6-carboxylic acid tert-butyl ester